1-(tert-butoxycarbonyl)-4-(2-trifluoromethylbenzyl)piperazine C(C)(C)(C)OC(=O)N1CCN(CC1)CC1=C(C=CC=C1)C(F)(F)F